1-(4-(2-(4-methoxyphenyl)propan-2-yl)thiazol-2-yl)-3-(3-(methylsulfonyl)propyl)urea COC1=CC=C(C=C1)C(C)(C)C=1N=C(SC1)NC(=O)NCCCS(=O)(=O)C